ClC1=NC(=C(C(=O)NC2=CC(=C(C=C2)F)C#N)C=C1)N1CCC(CCC1)(F)F chloro-N-(3-cyano-4-fluorophenyl)-2-(4,4-difluoroazepan-1-yl)nicotinamide